C(C1=CC=CC=C1)(C1=CC=CC=C1)OC1CC2CCC(C1)N2C 3-Benzhydryloxy-8-methyl-8-azabicyclo[3.2.1]octane